1-(4-(6-chloro-8-fluoro-7-(2-fluoro-6-hydroxyphenyl)-2-(2-(6-methyl-pyridin-3-yl)ethoxy)quinazolin-4-yl)piperazin-1-yl)prop-2-en-1-one ClC=1C=C2C(=NC(=NC2=C(C1C1=C(C=CC=C1O)F)F)OCCC=1C=NC(=CC1)C)N1CCN(CC1)C(C=C)=O